(S*)-N7-Methyl-N5-((1S,2S)-2-methylcyclopropyl)-3-phenyl-2,3-dihydrobenzofuran-5,7-dicarboxamid CNC(=O)C1=CC(=CC=2[C@@H](COC21)C2=CC=CC=C2)C(=O)N[C@@H]2[C@H](C2)C |o1:9|